ClC=1C(=CC(=C(C1)S(=O)(=O)N(C=1SC=CN1)CC1=CC=C(C=C1)OC)F)C1CC(CC1)C=O 5-chloro-2-fluoro-4-(3-formylcyclopentyl)-N-(4-methoxybenzyl)-N-(thiazol-2-yl)benzenesulfonamide